(1R,2S,5S)-3-(diphenylcarbamoyl)-8-(2-phenylpiperidine-1-carbonyl)-3,8-diazabicyclo[3.2.1]octane-2-carboxylic acid C1(=CC=CC=C1)N(C(=O)N1[C@@H]([C@H]2CC[C@@H](C1)N2C(=O)N2C(CCCC2)C2=CC=CC=C2)C(=O)O)C2=CC=CC=C2